FC(OC1=CC=C(C=C1)C=1C(N(C=C2C=CC(=NC12)OCC)C=1C=CC2=C(N(C=N2)C)C1)=O)F 8-(4-(difluoromethoxy)phenyl)-2-ethoxy-6-(1-methyl-1H-benzo[d]imidazol-6-yl)-1,6-naphthyridin-7(6H)-one